OC1=CC(=CC=2C(C3=CC=CC(=C3C(C12)=O)O)=O)C 1,8-Dihydroxy-3-methyl-anthraquinone